CC1=NN(C=C1)C1CC2(CNC2)C1 6-(3-methylpyrazol-1-yl)-2-azaspiro[3.3]heptane